2-(5-(1-((1s,2r,3s,5r)-2-fluoro-1-methyl-9-azabicyclo[3.3.1]non-3-yl)vinyl)pyrazin-2-yl)-5-(1H-imidazol-1-yl)phenol F[C@H]1[C@@]2(CCC[C@H](C[C@H]1C(=C)C=1N=CC(=NC1)C1=C(C=C(C=C1)N1C=NC=C1)O)N2)C